2,4,6-tri-O-acetyl-3-azido-3-deoxy-α-D-galactopyranosyl bromide C(C)(=O)O[C@H]1[C@H](O[C@@H]([C@@H]([C@@H]1N=[N+]=[N-])OC(C)=O)COC(C)=O)Br